N1(CCCC1)O pyrrolidol